BrC=1C(=C(C=C(C1)C)C1=CC(=NC=C1)F)OC 4-(3-bromo-2-methoxy-5-methylphenyl)-2-fluoropyridine